BrC=1C=C2C=CNC2=CC1F 5-bromo-6-fluoro-1H-indole